tert-butyl (2S,4S)-4-(7-bromo-8-chloro-6-fluoro-4-(((S)-1-methylpyrrolidin-2-yl)methoxy)-1H-[1,2,3]triazolo[4,5-c]quinolin-1-yl)-2-(cyanomethyl)piperidine-1-carboxylate BrC=1C(=CC=2C3=C(C(=NC2C1F)OC[C@H]1N(CCC1)C)N=NN3[C@@H]3C[C@H](N(CC3)C(=O)OC(C)(C)C)CC#N)Cl